NCCC(CC[Si](OC)(OC)OC)N 3-(2-aminoethyl)-(aminopropyl-trimethoxysilane)